C(CCC)N1C(NCC2=CC=CC=C12)=S 1-butyl-3,4-dihydroquinazolin-2(1H)-thione